N-(2-acrylamidoethyl)triethyl-ammonium iodide [I-].C(C=C)(=O)NCC[N+](CC)(CC)CC